tert-Butyl 2-(4-((3-carbamoyl-6-(2-chloro-6-fluorophenyl)pyridazin-4-yl)amino)phenyl)-2-methylpropanoate C(N)(=O)C=1N=NC(=CC1NC1=CC=C(C=C1)C(C(=O)OC(C)(C)C)(C)C)C1=C(C=CC=C1F)Cl